azetidin-3-ol formate C(=O)OC1CNC1